C(#C)C=1C(=CC(=C(C(=O)NC2=CC(NC=C2)=O)C1)OC1=C(C=C(C=C1)F)C)C(F)(F)F 5-ethynyl-2-(4-fluoro-2-methylphenoxy)-N-(2-oxo-1,2-dihydropyridin-4-yl)-4-(trifluoromethyl)benzamide